C(#N)C1=C(COC1)O.[K] potassium 4-cyano-2,5-dihydrofuran-3-ol